NC1=CC=C(OC2=CC(=C(C=C2)N)OC)C=C1 4-(4-aminophenoxy)-2-methoxybenzenamine